((1R,6S)-3-methyl-6-(prop-1-en-2-yl)cyclohex-2-enyl)-5-phenethylbenzene-1,3-diol CC1=C[C@H]([C@H](CC1)C(=C)C)C1=C(C=C(C=C1O)CCC1=CC=CC=C1)O